1,3-dibromo-5-(ethanesulfonyl)-2-fluorobenzene BrC1=C(C(=CC(=C1)S(=O)(=O)CC)Br)F